tert-butyl (1-(3-bromo-5-methylphenyl)cyclopropyl)carbamate BrC=1C=C(C=C(C1)C)C1(CC1)NC(OC(C)(C)C)=O